C(=O)(OC1CCC(CC1)C(C)(C)C)OOC(=O)OC1CCC(CC1)C(C)(C)C bis[4-t-butylcyclohexyl] peroxydicarbonate